C(#N)C1=CC=C(C=C1)C1(CC2(CC(C2)NC(OC(C)(C)C)=O)C1)F tert-butyl (6-(4-cyanophenyl)-6-fluorospiro[3.3]heptan-2-yl)carbamate